5-((2-(1-(2-hydroxyethyl)-1H-pyrazol-5-yl)pyridin-3-yl)methoxy)-2-methoxyisonicotinaldehyde OCCN1N=CC=C1C1=NC=CC=C1COC1=CN=C(C=C1C=O)OC